(3R)-4-{3-bromo-7-chloro-[1,2]thiazolo[4,5-b]pyridin-5-yl}-3-methylmorpholine BrC1=NSC=2C1=NC(=CC2Cl)N2[C@@H](COCC2)C